CC1=C(N)C(=CC=C1)C1COCC1 2-methyl-6-(tetrahydrofuran-3-yl)aniline